cyclopentyl 2-methyl-2-(2,2,2-trifluoroethyl)hydrazine-1-carboxylate CN(NC(=O)OC1CCCC1)CC(F)(F)F